C(C1=CC=CC=C1)OC[C@@H](CSC(C1=CC=CC=C1)(C1=CC=CC=C1)C1=CC=CC=C1)N1N=CC=2C1=NC=CC2 (S)-1-(1-(benzyloxy)-3-(tritylthio)propan-2-yl)-1H-pyrazolo[3,4-b]pyridine